C(CCC)C(=O)C=C alpha-butyl-acrolein